ClC=1C=C(CNC2=C(N=C3N2C=CN=C3)C3=NC=NC=C3)C=CC1 N-(3-chlorobenzyl)-2-(pyrimidin-4-yl)imidazo[1,2-a]pyrazin-3-amine